8-Oxa-2-aza-spiro[4.5]decane-2-carboxylic acid (7-cyclohex-1-enyl-4-methoxy-thiazolo[4,5-c]pyridin-2-yl)-amide C1(=CCCCC1)C=1C2=C(C(=NC1)OC)N=C(S2)NC(=O)N2CC1(CC2)CCOCC1